C[Si]1(O[Si](O[Si](O[Si](O1)(C1=CC=CC=C1)C)(C1=CC=CC=C1)C)(C1=CC=CC=C1)C)C1=CC=CC=C1 2,4,6,8-Tetramethyl-2,4,6,8-tetraphenylcyclotetrasiloxan